Phenothiazin-1-one C1(C=CC=C2SC3=CC=CC=C3N=C12)=O